CC1=C(C=2N(C=C1C1=C(C=3N=C(SC3N1)C1CCC(CC1)N(C)CC(C)C)C(C)C)N=CN2)C 4-(5-(7,8-dimethyl-[1,2,4]triazolo[1,5-a]pyridin-6-yl)-6-isopropyl-4H-pyrrolo[3,2-d]thiazol-2-yl)-N-isobutyl-N-methylcyclohexan-1-amine